C(CCCCCCCCCCC)C(C)[Si](OC)(CC)C dodecyl-methyl-diethyl-(methyl)oxysilane